butylhexyl format C(=O)OC(CCCCC)CCCC